{4'-Dimethylamino-5-[(3-fluorophenylamino)methyl]biphenyl-2-yl}carbamic acid ethyl ester C(C)OC(NC1=C(C=C(C=C1)CNC1=CC(=CC=C1)F)C1=CC=C(C=C1)N(C)C)=O